CC(CC(=O)NC(C(=O)O)CCN(CCOC1=CC(=C(C(=C1)OC)OC)OC)CCCCC1=NC=2NCCCC2C=C1)(C)C 2-(3,3-dimethylbutanoylamino)-4-[4-(5,6,7,8-tetrahydro-1,8-naphthyridin-2-yl)butyl-[2-(3,4,5-trimethoxyphenoxy)ethyl]amino]butanoic acid